Cl.CN1N=CC(=C1C1=CC=C(C=C1)C(C)N)C 1-[4-(2,4-dimethylpyrazol-3-yl)phenyl]ethylamine hydrochloride